methyl N-isobutyl-N-(2-methylbenzyl)-P-phenylphosphonamidate C(C(C)C)N(P(OC)(=O)C1=CC=CC=C1)CC1=C(C=CC=C1)C